6-((6-amino-3-fluoropyridin-2-yl)methyl)-2-((4-fluoro-1H-pyrazol-3-yl)methyl)-4-methyl-4H-thiazolo[5',4':4,5]pyrrolo[2,3-d]pyridazin-5(6H)-one NC1=CC=C(C(=N1)CN1N=CC2=C(C1=O)N(C1=C2SC(=N1)CC1=NNC=C1F)C)F